CC1(C(C(=CC2(CN(CCO2)CC2=CC=NN2C)C1)C#N)=O)C 10,10-dimethyl-4-((1-methyl-1H-pyrazol-5-yl)methyl)-9-oxo-1-oxa-4-azaspiro[5.5]undec-7-ene-8-carbonitrile